(tert-butylperoxy)butane tert-butyl-4-(4,4,5,5-tetramethyl-1,3,2-dioxaborolan-2-yl)-1H-pyrazole-1-carboxylate C(C)(C)(C)OC(=O)N1N=CC(=C1)B1OC(C(O1)(C)C)(C)C.C(C)(C)(C)OOCCCC